C(CC)P(OC1C(CCCC1)F)(OCC(F)(F)F)=O (2-fluorocyclohexyl) (2,2,2-trifluoroethyl) n-propylphosphonate